COC1=C(C=C(C=C1)N1N=C(C(C1=O)C(=O)OC1=CC=C(C=C1)[N+](=O)[O-])C)C1=CC=CC=C1 (4-nitrophenyl) 1-(4-methoxy-3-phenyl-phenyl)-3-methyl-5-oxo-4H-pyrazole-4-carboxylate